C12=CC=C(N1)C=C1C=CC(=N1)C=C1C=CC(N1)=CC=1C=CC(N1)=C2.[Zn] zinc porphyrin salt